methyl N-(4-aminophenyl)sulfonylcarbamate NC1=CC=C(C=C1)S(=O)(=O)NC(OC)=O